5-Nitroisatine [N+](=O)([O-])C=1C=C2C(C(NC2=CC1)=O)=O